NC1=NC=NC=2N(C3=CC=CC=C3C21)[C@H]2[C@@H]([C@@H]([C@H](C2)CCC2=CC=C1C=CC(=NC1=C2)N)O)O (1R,2S,3R,5S)-3-(4-amino-9H-pyrimido[4,5-b]indol-9-yl)-5-(2-(2-aminoquinolin-7-yl)ethyl)cyclopentaane-1,2-diol